2-fluoro-5-(3-(trifluoromethyl)phenyl)pyridine FC1=NC=C(C=C1)C1=CC(=CC=C1)C(F)(F)F